C(C)C=1C(=CC=C2C=C(C=C(C12)C1=C(C=2N=C(N=C(C2C=N1)N1CCC(CC1)S(=O)(=O)N)OC[C@]12CCCN2C[C@@H](C1)F)F)O)F 1-(7-(8-Ethyl-7-fluoro-3-hydroxynaphthalen-1-yl)-8-fluoro-2-(((2R,7aS)-2-fluorotetrahydro-1H-pyrrolizin-7a(5H)-yl)methoxy)pyrido[4,3-d]pyrimidin-4-yl)piperidine-4-sulfonamide